FC1=C(CC2=NC3=C(N2C[C@H]2OCC2)C=C(C=C3)C(=O)O)C=C(C(=C1)C1=NC(=CC=C1)OCC1=CC(=NS1)C(F)(F)F)F (S)-2-(2,5-difluoro-4-(6-((3-(trifluoromethyl)isothiazol-5-yl)methoxy)pyridin-2-yl)benzyl)-1-(oxetan-2-ylmethyl)-1H-benzo[d]imidazole-6-carboxylic acid